FC=1C=NC=C(C(=O)N(C)C)C1 5-fluoro-N,N-dimethylnicotinamide